6-Chloro-N-(6-cyclopropyl-2,5-difluoropyridin-3-yl)-1H-indole-3-sulfonamide ClC1=CC=C2C(=CNC2=C1)S(=O)(=O)NC=1C(=NC(=C(C1)F)C1CC1)F